acryloxyhexadecyl dihydrogenphosphate P(=O)(O)(O)OCCCCCCCCCCCCCCCCOC(C=C)=O